CC1(CCC2=NN=C(N21)C2=CC=CC(=N2)N2CC=1C(=NC(=CC1C2=O)N(C)C(C)C)N2CCN(CC2)C(=O)[O-])C 4-(2-(6-(5,5-dimethyl-6,7-dihydro-5H-pyrrolo[2,1-c][1,2,4]triazol-3-yl)pyridin-2-yl)-6-(isopropyl(methyl)amino)-1-oxo-2,3-dihydro-1H-pyrrolo[3,4-c]pyridin-4-yl)piperazine-1-carboxylate